ClC=1SC(=CC1C(=O)NC1=NC(=CC=C1)C1=NN=CN1C(C)C)N1C=NC(=C1)C1CC1 2-Chloro-5-(4-cyclopropyl-1H-imidazol-1-yl)-N-(6-(4-isopropyl-4H-1,2,4-triazol-3-yl)pyridin-2-yl)thiophene-3-carboxamide